C(C)OC([C@@H](NC(CCCOCC1=CC=CC=C1)=O)CC1=C(C=CC=C1)OC)=O N-[4-(benzyloxy)butanoyl]-2-methoxyphenylalanine ethyl ester